(S)-3-(5-(4-((1-(4-((1S,2R)-2-cyclohexyl-6-hydroxy-1,2,3,4-tetrahydronaphthalen-1-yl)-3-methoxyphenyl)piperidin-4-yl)methyl)piperazin-1-yl)-1-oxoisoindolin-2-yl)piperidine-2,6-dione C1(CCCCC1)[C@@H]1[C@@H](C2=CC=C(C=C2CC1)O)C1=C(C=C(C=C1)N1CCC(CC1)CN1CCN(CC1)C=1C=C2CN(C(C2=CC1)=O)[C@@H]1C(NC(CC1)=O)=O)OC